FC=1C(=CC(=C(C(=O)N)C1)O[C@H](C(F)(F)F)C)N1N=C2N(N=CC=C2)C1=O 5-fluoro-4-(3-oxo[1,2,4]triazolo[4,3-b]pyridazin-2(3H)-yl)-2-{[(2S)-1,1,1-trifluoropropan-2-yl]oxy}benzamide